(R)-1-tert-butoxycarbonylnipecotic acid C(C)(C)(C)OC(=O)N1C[C@H](C(=O)O)CCC1